N-(2-ethylhexyl)-2-(3-methoxy-4-tetrahydropyranyloxyphenyl)-3,5,7-tris-tetrahydropyranyloxy-quinolin-4-one C(C)C(CN1C(=C(C(C2=C(C=C(C=C12)OC1OCCCC1)OC1OCCCC1)=O)OC1OCCCC1)C1=CC(=C(C=C1)OC1OCCCC1)OC)CCCC